C1(CC1)C=1SC(=CN1)C(=O)C1=CC=C(C=C1)F (2-cyclopropylthiazol-5-yl)(4-fluorophenyl)methanone